ClC1=C(C=CC(=C1)Cl)C=1N=C(NC1C)CCCCCCCCCCC 4-(2,4-Dichlorophenyl)-5-methyl-2-undecylimidazole